C(C)N(CC)C=1C=C(C=CC1)B(O)O 3-(N,N-diethylamino)phenylboronic acid